1R-(-)-menthyl acetate C(C)(=O)OC1(CCC(CC1)C(C)C)C